Cl\C(\C(=O)O)=C\OC α-chloro-β-E-monomethoxyacrylic acid